OC=1C=C(C=CC1)C=CC1=CC=C(C=C1)O 3,4'-dihydroxystilbene